C1[C@@H]2[C@H]([C@H]([C@@H](O2)N3C=NC4=C3N=C(NC4=O)N)O)OP(=O)(O1)O guanosine 3',5'-monophosphate